2-[(3-Chloropyridin-2-yl)methyl]-8-methyl-N-[(2S)-tetrahydrofuran-2-ylmethyl]-4,5-dihydro-2H-furo[2,3-g]indazol-7-carboxamid ClC=1C(=NC=CC1)CN1N=C2C3=C(CCC2=C1)OC(=C3C)C(=O)NC[C@H]3OCCC3